FC1(C(CN(CC1)C1=C(C(=O)N)C=C(C=C1)C(F)(F)F)C)F 2-(4,4-difluoro-3-methylpiperidin-1-yl)-5-(trifluoromethyl)benzamide